N-(1,1-dimethylsilocan-5-yl)-4,6-bis(trifluoromethyl)-1H-indole-2-carboxamide C[Si]1(CCCC(CCC1)NC(=O)C=1NC2=CC(=CC(=C2C1)C(F)(F)F)C(F)(F)F)C